1,1-bis(3,4-dicarboxyphenyl)propane C(=O)(O)C=1C=C(C=CC1C(=O)O)C(CC)C1=CC(=C(C=C1)C(=O)O)C(=O)O